S1C=NC2=C1C(=CC=C2)CNCCC(=O)N2C1CN(C(C2)CC1)C1=CC=C(C=N1)C#N 6-[5-(3-{[(1,3-benzothiazol-7-yl)methyl]amino}propanoyl)-2,5-diazabicyclo[2.2.2]octan-2-yl]pyridine-3-carbonitrile